6-(3-((E)-4,4-difluoro-4-(quinoxalin-5-yl)but-2-enoyl)-3,8-diazabicyclo[3.2.1]octan-8-yl)nicotinonitrile FC(/C=C/C(=O)N1CC2CCC(C1)N2C2=NC=C(C#N)C=C2)(C2=C1N=CC=NC1=CC=C2)F